(5-(1-cyanocyclopropyl)-2-fluoro-phenyl)boronic acid C(#N)C1(CC1)C=1C=CC(=C(C1)B(O)O)F